[Al].[Ba].[Y] Yttrium-Barium-Aluminium